2-(4-(bromomethyl)-3-chlorophenyl)-5-(difluoromethyl)-1,3,4-oxadiazole BrCC1=C(C=C(C=C1)C=1OC(=NN1)C(F)F)Cl